DYSPROSIUM-PRASEODYMIUM OXIDE [O-2].[Pr+3].[Dy+3].[O-2].[O-2]